SC(CCOCCN1C(N(C(N(C1=O)CCOCCC(C)S)=O)CCOCCC(C)S)=O)C 1,3,5-tris(3-mercaptobutyloxyethyl)-1,3,5-triazin-2,4,6(1H,3H,5H)-trione